Ethyl (NZ)-N-[[[7-bromo-6-chloro-3-(cyanomethyl)-1,3-dihydroisobenzofuran-5-yl]amino]-ethylsulfanyl-methylene]carbamate BrC=1C(=C(C=C2C(OCC12)CC#N)N/C(=N/C(OCC)=O)/SCC)Cl